3,3'-azobis(6-hydroxybenzoate) N(=NC=1C=C(C(=O)[O-])C(=CC1)O)C=1C=C(C(=O)[O-])C(=CC1)O